C(C)(C)(C)NS(=O)(=O)C1=CC(=CC=C1)NC1=NC(=NC=C1C)NC1=CC=C(C=C1)N1CCN(CC1)S(=O)(=O)C1=CC=CC=C1 N-(tert-butyl)-3-((5-methyl-2-((4-(4-(phenylsulfonyl)piperazin-1-yl)phenyl)amino)pyrimidin-4-yl)amino)benzenesulfonamide